CC1=CC(=NN1)NC1=NC(=NC2=CC=CC=C12)C=1C=NC(=CC1)N1CC2N(C(C1)C2)CC=2C=NC(=NC2)C N-(5-methyl-1H-pyrazol-3-yl)-2-(6-(6-((2-methylpyrimidin-5-yl)methyl)-3,6-diazabicyclo[3.1.1]heptan-3-yl)pyridin-3-yl)quinazolin-4-amine